[(2S,6R)-6-ethylmorpholin-2-yl]methanol C(C)[C@H]1O[C@@H](CNC1)CO